C1(=CC=CC=C1)[C@H]1[C@@H](C1)C(=O)N1CCNCC1 ((1R,2R)-2-phenylcyclopropyl)(piperazin-1-yl)methanone